C(C=C)(=O)N1CC(N(C[C@H]1C)C1=NC(=NC=C1C1=CC(=C(C=C1)OC1=NC=CC(=N1)C)F)NC=1C=NN(C1)C)=O (R)-4-Acryloyl-1-(5-(3-fluoro-4-((4-methylpyrimidin-2-yl)oxy)phenyl)-2-((1-methyl-1H-Pyrazol-4-yl)amino)pyrimidin-4-yl)-5-methylpiperazin-2-one